2-methyl-5-(thiocyanomethyl)thiophene CC=1SC(=CC1)CSC#N